(S)-2-(tert-butoxycarbonyl)isoindoline-1-carboxylic acid C(C)(C)(C)OC(=O)N1[C@@H](C2=CC=CC=C2C1)C(=O)O